C(#C)C1(CCC(O1)=O)C 5-ethynyl-5-methyl-oxolan-2-one